CN(C)C1=CC=NC=C1 4-(N,N-dimethyl)aminopyridine